OC1CCC(CN(C1)C(=O)OC(C)(C)C)C(=O)OCC 1-tert-butyl 3-ethyl 6-hydroxyazepane-1,3-dicarboxylate